C(C(O)CO)C(O)C(O)CO glyceryl-(glycerol)